2-chloro-N-(2-fluoropyridin-4-yl)-3-(2-((1-hydroxy-2-methylpropan-2-yl)amino)-2-oxoacetyl)-5,6,7,8-tetrahydroindolizine-1-carboxamide ClC=1C(=C2CCCCN2C1C(C(=O)NC(CO)(C)C)=O)C(=O)NC1=CC(=NC=C1)F